N1C=NC=C1CNC=1C=CC(=C(C(=O)N[C@H](C)C2=CC=CC3=CC=CC=C23)C1)C (R)-5-(((1H-imidazol-5-yl)methyl)amino)-2-methyl-N-(1-(naphthalen-1-yl)ethyl)benzamide